FC(S(=O)(=O)OC=1C2=C(N=C(N1)SC)CC(SC2)C2=C(C(=CC(=C2)N(CC2=CC=C(C=C2)OC)CC2=CC=C(C=C2)OC)Cl)C(F)(F)F)(F)F 7-(5-(bis(4-methoxybenzyl)amino)-3-chloro-2-(trifluoromethyl)phenyl)-2-(methylthio)-7,8-dihydro-5H-thiopyrano[4,3-d]pyrimidin-4-yl trifluoromethanesulfonate